[3-(2-methyl-1,3-dioxolan-2-yl)propyl]magnesium chloride CC1(OCCO1)CCC[Mg]Cl